trifluorostibine F[Sb](F)F